C(C)(=O)SCCNC(CCNC([C@@H](C(COP(OP(OC[C@@H]1[C@H]([C@H]([C@@H](O1)N1C=NC=2C(N)=NC=NC12)O)OP(=O)(O)O)(=O)O)(=O)O)(C)C)O)=O)=O (-)-acetyl-CoA